ClC1=NC=2N(CC(NC2C=N1)=O)CC1=CC=C(C=C1)N1N=C(C=C1C)C(F)(F)F 2-chloro-8-(4-(5-methyl-3-(trifluoromethyl)-1H-pyrazol-1-yl)benzyl)-7,8-dihydropteridin-6(5H)-one